1-(tert-butyl) 4-ethyl 2-methyl (2S,4S)-4-(2-cyanoethyl)-5-hydroxypyrrolidine-1,2,4-tricarboxylate C(#N)CC[C@@]1(C[C@H](N(C1O)C(=O)OC(C)(C)C)C(=O)OC)C(=O)OCC